6-cyclopropyl-N-((1r,4r)-4-(difluoromethyl)cyclohexyl)-2-(1H-imidazol-1-yl)pyrimidine-4-carboxamide C1(CC1)C1=CC(=NC(=N1)N1C=NC=C1)C(=O)NC1CCC(CC1)C(F)F